2-[(7-chloro-2-oxo-1-phenyl-1,2-dihydroquinazolin-4-yl)amino]-N,N-dimethylacetamide ClC1=CC=C2C(=NC(N(C2=C1)C1=CC=CC=C1)=O)NCC(=O)N(C)C